FC1(OP(OC1)(=O)F)F trifluoro-2-oxo-1,3,2-dioxaphospholane